(R)-8-Benzyl-9-oxooctahydro-2H-pyrazino[1,2-a]pyrazin C(C1=CC=CC=C1)N1C([C@@H]2N(CCNC2)CC1)=O